4-((4-aminophenyl)methyl)-2-methoxyaniline NC1=CC=C(C=C1)CC1=CC(=C(N)C=C1)OC